3-(4-chlorobenzyl)-2-oxocyclopentanecarboxylic acid ethyl ester C(C)OC(=O)C1C(C(CC1)CC1=CC=C(C=C1)Cl)=O